FC1=C(N=CC2=C1N=C(N=C2N2CC1CCC(C2)N1C(=O)OC(C)(C)C)SC)C1=CC(=CC2=CC=CC(=C12)C#C[Si](C(C)C)(C(C)C)C(C)C)OCOC tert-butyl 3-(8-fluoro-7-(3-(methoxymethoxy)-8-((triisopropyl silyl)ethynyl)naphthalen-1-yl)-2-(methylthio)pyrido[4,3-d]pyrimidin-4-yl)-3,8-diazabicyclo[3.2.1]octane-8-carboxylate